1-Stearoyl-2-arachidonyl-sn-glycero-3-phosphorylcholine C(CCCCCCCCCCCCCCCCC)(=O)OC[C@@H](OCCCC\C=C/C\C=C/C\C=C/C\C=C/CCCCC)COP(=O)(O)OCC[N+](C)(C)C